cyclopentenyl propionate ([2,2-dimethyl-3-(2-methyl-5-prop-1-en-2-yl-1-cyclopentenyl)propyl])Propionate CC(COC(CC)=O)(CC1=C(CCC1C(=C)C)C)C.C(CC)(=O)OC1=CCCC1